ClC1=CC=C2C=CC=C(C2=C1)CC(=O)N(C)C1CC1 2-(7-chloronaphthalen-1-yl)-N-cyclopropyl-N-methylacetamide